1-(2-chloro-8-methyl-6-morpholino-9H-purin-9-yl)-2-methylpropan-2-ol ClC1=NC(=C2N=C(N(C2=N1)CC(C)(O)C)C)N1CCOCC1